[N+](#[C-])CC1(CC(CCC1)(C)C)C 1-(isocyanomethyl)-1,3,3-trimethylcyclohexane